(E)-3-(3-Fluorophenyl)-1-[2-hydroxy-4,6-bis(phenylmethoxy)phenyl]prop-2-en-1-one FC=1C=C(C=CC1)/C=C/C(=O)C1=C(C=C(C=C1OCC1=CC=CC=C1)OCC1=CC=CC=C1)O